BrC1=NN2C(C=CC(=C2)C2=NC=CC=C2)=C1 bromo-6-(pyridin-2-yl)pyrazolo[1,5-a]pyridine